5-amino-2-(dimethylamino)-N-(1-phenylethyl)benzamide NC=1C=CC(=C(C(=O)NC(C)C2=CC=CC=C2)C1)N(C)C